BrC=1C=C(C=C(C1)C1(CC(C1)C)C1=NN=CN1C)N1CC2=C(C=C(C=C2C1=O)CN(C(OC(C)(C)C)=O)C1(CCC1)C)C(F)(F)F tert-butyl ((2-(3-bromo-5-((1s,3s)-3-methyl-1-(4-methyl-4H-1,2,4-triazol-3-yl)cyclobutyl)phenyl)-3-oxo-7-(trifluoromethyl)isoindolin-5-yl)methyl)(1-methylcyclobutyl)carbamate